2-(2-(methylthio)acetyl)malonate CSCC(=O)C(C(=O)[O-])C(=O)[O-]